1-(3-(7-(2-amino-7-fluorobenzo[d]thiazol-4-yl)-8-chloro-6-fluoro-1H-[1,2,3]triazolo[4,5-c]quinolin-1-yl)azetidin-1-yl)prop-2-en-1-one NC=1SC2=C(N1)C(=CC=C2F)C=2C(=CC=1C3=C(C=NC1C2F)N=NN3C3CN(C3)C(C=C)=O)Cl